tert-butyl 4-(2-{4-amino-7-[(3R)-oxolan-3-yl]-5-(4-phenoxyphenyl)-7H-pyrrolo[2,3-d]pyrimidin-6-yl}ethynyl)piperidine-1-carboxylate NC=1C2=C(N=CN1)N(C(=C2C2=CC=C(C=C2)OC2=CC=CC=C2)C#CC2CCN(CC2)C(=O)OC(C)(C)C)[C@H]2COCC2